C[Si](CCOC(C1=C(C=C(C=C1C)Br)C)=O)(C)C 2-(Trimethylsilyl)ethyl-4-bromo-2,6-dimethylbenzoate